5,6,7,8-tetrahydroimidazo[1,2-a]pyridine-3-sulfonyl chloride N=1C=C(N2C1CCCC2)S(=O)(=O)Cl